amphetamine formate (amphetamineacetate) N(C(C)CC1=CC=CC=C1)CC(=O)O.C(=O)O.NC(C)CC1=CC=CC=C1